[C].[Mo]=[Se] molybdenum selenide carbon